NC1=C(C=CC(=C1)C(=O)[O-])C1=CC=C(C=C1)C1=CC=C(C=C1)C(=O)[O-] 2-amino-[1,1':4',1''-terphenyl]-4,4''-dicarboxylate